BrC1=CC=C(C=C1)[C@H]1[C@@H](C1)NC(OC(C)(C)C)=O tert-butyl (trans)-2-(4-bromophenyl)cyclopropylcarbamate